FC(C1CC=2C(=NNC2CC1)C(=O)O)(F)F 5-(trifluoromethyl)-4,5,6,7-tetrahydro-1H-indazole-3-carboxylic acid